5-(1-(oxetan-3-yl)-1H-pyrazol-4-yl)benzo[d]thiazol-7-yl trifluoromethanesulfonate FC(S(=O)(=O)OC1=CC(=CC=2N=CSC21)C=2C=NN(C2)C2COC2)(F)F